4-{2-[(2S)-2-(2-fluorophenyl)pyrrolidin-1-yl]-7-azaspiro[3.5]nonan-7-yl}-N-{3-nitro-4-[(oxan-4-ylmethyl)amino]benzenesulfonyl}benzamide hydrochloride Cl.FC1=C(C=CC=C1)[C@H]1N(CCC1)C1CC2(C1)CCN(CC2)C2=CC=C(C(=O)NS(=O)(=O)C1=CC(=C(C=C1)NCC1CCOCC1)[N+](=O)[O-])C=C2